8-(pyridin-2-ylmethoxy)pyrido[4,3-d]pyrimidin-7(6H)-one N1=C(C=CC=C1)COC=1C(NC=C2C1N=CN=C2)=O